BrC=1C=C2C(N(C(C2=CC1)=O)CC1=C(C=C(C=C1)OC)OC)C[N+](=O)[O-] 5-bromo-2-(2,4-dimethoxybenzyl)-3-(nitromethyl)isoindolin-1-one